NN1C(=NC(=C1C(=O)N)C1=CC=C(C=C1)C(NC1=NC=C(C=C1)Cl)=O)[C@H]1NCCCC1 (S)-1-amino-4-(4-((5-chloropyridin-2-yl)carbamoyl)phenyl)-2-(piperidin-2-yl)1H-imidazole-5-carboxamide